N-[6-(difluoromethyl)pyridin-3-yl]-1-[4-fluoro-2-(2,2,2-trifluoroethoxy)phenyl]-2-oxo-1,2-dihydropyridine-3-carboxamide FC(C1=CC=C(C=N1)NC(=O)C=1C(N(C=CC1)C1=C(C=C(C=C1)F)OCC(F)(F)F)=O)F